8-bromo-4-(2,4-dimethoxybenzyl)-7-methyl-3,4-dihydro-2H-pyrido[4,3-b][1,4]oxazine BrC1=C(N=CC2=C1OCCN2CC2=C(C=C(C=C2)OC)OC)C